ClC1=C(C=C(C(=O)N2CC=3C(=NN4C3C(N(CC4)C(C)C4=CC=C(C=C4)[N+](=O)[O-])=O)C[C@H]2C)C=C1)C(F)(F)F (3R)-2-(4-chloro-3-(trifluoromethyl)benzoyl)-3-methyl-9-(1-(4-nitrophenyl)ethyl)-1,2,3,4,8,9-hexahydropyrido[4',3':3,4]pyrazolo[1,5-a]pyrazin-10(7H)-one